1,3-bis(cyanomethyl)imidazolium chloride [Cl-].C(#N)CN1C=[N+](C=C1)CC#N